(1-azidoethyl)-4-methoxy-2-((2-(trimethylsilyl)ethoxy)methyl)-2H-indazole-7-carboxylic acid methyl ester COC(=O)C1=CC=C(C2=C(N(N=C12)COCC[Si](C)(C)C)C(C)N=[N+]=[N-])OC